ClC1=CC=2N(C=C1)C(=CN2)C(=O)NC2=C(C=CC(=C2)C2=NOC(=N2)C[C@@H](CC)O)C 7-chloro-N-[5-[5-[(2R)-2-hydroxybutyl]-1,2,4-oxadiazol-3-yl]-2-methyl-phenyl]imidazo[1,2-a]pyridine-3-carboxamide